ClCC(=O)NCC(=O)C1=CC(=CC(=C1)OC)Cl 2-Chloro-N-[2-(3-chloro-5-methoxyphenyl)-2-oxoethyl]acetamide